4-(4-chloro-2-methylphenyl)-2,7-dimethyloct-6-enal ClC1=CC(=C(C=C1)C(CC(C=O)C)CC=C(C)C)C